triethoxysilylpropyl-aziridine C(C)O[Si](OCC)(OCC)CCCN1CC1